1,3-dimethylbutylideneaminopropylmethyldiethoxysilane CC(CC(C)C)=NCCC[Si](OCC)(OCC)C